C1(CC1)C1=NN(C=C1C1=CC=C2C(=N1)N(N=C2)C2OCCCC2)[C@@H]2C[C@H](C2)CO (trans-3-(3-cyclopropyl-4-(1-(tetrahydro-2H-pyran-2-yl)-1H-pyrazolo[3,4-b]pyridin-6-yl)-1H-pyrazol-1-yl)cyclobutyl)methanol